6-[1-(difluoromethyl)-1H-pyrazolo[3,4-d]pyrimidin-6-yl]-2-[2-methyl-6-(trifluoromethyl)pyrimidin-4-yl]-2,6-diazaspiro[3.4]octane FC(N1N=CC=2C1=NC(=NC2)N2CC1(CN(C1)C1=NC(=NC(=C1)C(F)(F)F)C)CC2)F